FC1=C(C=CC=C1)[C@H]1[C@@H](CN(C1)C(=O)OC(C)(C)C)C(NC=1C=C(C=CC1)C1=CC=CC=C1)=O |r| tert-Butyl (±)-trans-4-(2-fluorophenyl)-3-[(biphenyl-3-yl)carbamoyl]pyrrolidine-1-carboxylate